2-(3-Fluorophenyl)-N-((6-methyl-2-(2,2,2-trifluoroethoxy)pyrimidin-4-yl)methyl)acetamide FC=1C=C(C=CC1)CC(=O)NCC1=NC(=NC(=C1)C)OCC(F)(F)F